2-(2-((5-(1-aminoisoquinolin-5-yl)-1'-(methoxycarbonyl)-2,3-dihydrospiro[indene-1,4'-piperidin]-3-yl)oxy)-6-methylphenyl)acetic acid NC1=NC=CC2=C(C=CC=C12)C=1C=C2C(CC3(CCN(CC3)C(=O)OC)C2=CC1)OC1=C(C(=CC=C1)C)CC(=O)O